1H-imidazol-1-ium [NH2+]1C=NC=C1